[S].N1=CC=NC=C1 Pyrazine sulfur